C1(CC1)N1N=CC(=C1)C1=CC(=NC=C1C#CC=1C=NN(C1)CCF)NC1=NC(=NC=C1)C=1C=NN(C1)S(=O)(=O)C1CC1 N-(4-(1-cyclopropyl-1H-pyrazol-4-yl)-5-((1-(2-fluoroethyl)-1H-pyrazol-4-yl)ethynyl)pyridin-2-yl)-2-(1-(cyclopropylsulfonyl)-1H-pyrazol-4-yl)pyrimidin-4-amine